((4-chloro-2,6-difluorobenzyl)oxy)-3-methyl-5,8-dihydro-1,7-naphthyridine-7(6H)-carboxylic acid tert-butyl ester C(C)(C)(C)OC(=O)N1CCC=2C=C(C(=NC2C1)OCC1=C(C=C(C=C1F)Cl)F)C